1,4-dioxa-7,9-diphenyl-8-[2,6-bis(2-methoxyphenyl)phenyl]-8-phospha-spiro[4.5]decane C1(=CC=CC=C1)C1CC2(OCCO2)CC(P1C1=C(C=CC=C1C1=C(C=CC=C1)OC)C1=C(C=CC=C1)OC)C1=CC=CC=C1